C(C)N(C=1C2=C(N=CN1)N(C=C2)C[C@]2([C@@H](CN(CC2)CC(=O)N)O)O)CC2=CC=C(C=C2)C(F)(F)F |o1:13,14| rel-2-((3R,4R)-4-((4-(ethyl(4-(trifluoromethyl)benzyl)amino)-7H-pyrrolo[2,3-d]pyrimidin-7-yl)methyl)-3,4-dihydroxypiperidin-1-yl)acetamide